NC1(CS(C1)(=O)=O)CC(=O)N 2-(3-amino-1,1-dioxo-thietane-3-yl)acetamide